COC1=C(C=CC(=C1)C)S(=O)(=O)NC(CC1=CC(=CC=C1)OC)=O N-((2-methoxy-4-methylphenyl)sulfonyl)-2-(3-methoxyphenyl)acetamide